Cl.NCC12CC(C1)(C2)C(=O)OC methyl 3-(aminomethyl)bicyclo[1.1.1]pentane-1-carboxylate hydrochloride